NC1=C(C(=NN1C1CC(C1)(C)O)C1=CC=C2C(=CC(=NC2=C1F)C1=CC=CC=C1)O)C(=O)N 5-amino-3-(8-fluoro-4-hydroxy-2-phenylquinolin-7-yl)-1-((1s,3s)-3-hydroxy-3-methylcyclobutyl)-1H-pyrazole-4-carboxamide